tert-Butyl (S)-3-((4-(6-morpholinyl-1H-pyrrolo[2,3-b]pyridin-3-yl)-5-(trifluoromethyl)pyrimidine-2-yl)amino)piperidine-1-carboxylate N1(CCOCC1)C1=CC=C2C(=N1)NC=C2C2=NC(=NC=C2C(F)(F)F)N[C@@H]2CN(CCC2)C(=O)OC(C)(C)C